C(C1=CC=CC=C1)N1C[C@H](N(C[C@@H]1C)C(=O)OC(C)(C)C)CC tert-butyl (2R,5S)-4-benzyl-2-ethyl-5-methylpiperazine-1-carboxylate